FC1=C(C(=CC(=C1)F)N=C=S)OC 1,5-difluoro-3-isothiocyanato-2-methoxybenzene